C(C)(C)(C)[Si](C)(C)OCC1=C(C(=NC=C1)C=1C=NC(=NC1)N1CCCCC1)F Tert-butyl-[[3-fluoro-2-[2-(1-piperidinyl)pyrimidin-5-yl]-4-pyridinyl]methoxy]-dimethyl-silane